tert-butyl 3-[{5-carbamoyl-1-[4-(3-fluorophenoxy)phenyl]-4-nitro-1H-pyrazol-3-yl}(prop-2-en-1-yl)amino]azetidine-1-carboxylate C(N)(=O)C1=C(C(=NN1C1=CC=C(C=C1)OC1=CC(=CC=C1)F)N(C1CN(C1)C(=O)OC(C)(C)C)CC=C)[N+](=O)[O-]